2-chloro-N-(6-methylbenzothiazole-2-yl)acetamide ClCC(=O)NC=1SC2=C(N1)C=CC(=C2)C